N1(CCCCC1)C(=O)OOC=1C=C2C(=NC=NC2=CC1Br)NC1=CC(=C(C=C1)F)Cl (7-bromo-4-((3-chloro-4-fluorophenyl) amino) quinazolin-6-yloxy) piperidine-1-carboxylate